CC=1C=C(C=CC1)N(C1=CC=C(C=C1)C1=CC=C(N(C2=CC=CC=C2)C2=CC(=CC=C2)C)C=C1)C1=CC=CC=C1 N,N'-Bis-(3-methylphenyl)-N,N'-bis-(phenyl)-benzidine